C(CCCCCCC(=O)ON1C(C(CC1=O)S(=O)(=O)O)=O)(=O)ON1C(C(CC1=O)S(=O)(=O)O)=O bis(sulfosuccinimidyl) octanedioate